BrC1=CN=C(S1)NC(C(CCC)N1N=C(C(=C1)Br)C(F)(F)F)=O 2-(4-Bromo-3-trifluoromethyl-pyrazol-1-yl)-pentanoic Acid (5-bromo-thiazol-2-yl)-amide